C(N)(=O)C=1C=C(C=CC1)NC(C1=C(N=CC=C1)OC1=C(C=C(C=C1)F)C)=O N-(3-carbamoylphenyl)(4-fluoro-2-methylphenoxy)-nicotinamide